Tri(2-ethylhexyl) citrate C(CC(O)(C(=O)OCC(CCCC)CC)CC(=O)OCC(CCCC)CC)(=O)OCC(CCCC)CC